CS(=O)(=O)C1=CC=C(NC2=NC=C(C(=N2)N[C@H](CO)C2=CC=CC=C2)C=2SC(=NN2)C)C=C1 (2S)-2-[[2-(4-methylsulfonylanilino)-5-(5-methyl-1,3,4-thiadiazol-2-yl)pyrimidin-4-yl]amino]-2-phenyl-ethanol